C1(=CC=CC=C1)N1N=C(C=C1)OC1=CC(=C(C=C1C)N\C=N\[H])C (E)-N-(4-((1-phenyl-1H-pyrazol-3-yl)oxy)-2,5-dimethylphenyl)formamidine